N-acetyl-S-(pyridin-2-ylthio)-L-cysteine C(C)(=O)N[C@@H](CSSC1=NC=CC=C1)C(=O)O